5-chloro-2-[[2-(6-chloro-5-fluoro-3-pyridyl)-6-(trifluoromethyl)-3-pyridyl]methyl]pyrimidine ClC=1C=NC(=NC1)CC=1C(=NC(=CC1)C(F)(F)F)C=1C=NC(=C(C1)F)Cl